2-(4-chlorobenzyl)-N3-(1H-indol-4-yl)quinoxaline-2,3-diamine ClC1=CC=C(CC2(NC3=CC=CC=C3N=C2NC2=C3C=CNC3=CC=C2)N)C=C1